C(C)NS(=O)(=O)N1C(COCC1)C N-ethyl-3-methylmorpholine-4-sulfonamide